(S)-(2-chlorophenyl)(cyclopentyl)methanol ClC1=C(C=CC=C1)[C@@H](O)C1CCCC1